FC1=CC=C(C=C1)C(CC(C(F)(F)F)=O)=O 1-(4-fluorophenyl)-4,4,4-trifluoro-1,3-butanedione